2-bromo-3-[(pyridin-3-yl)methoxy]pyridine potassium 3-[(2,3-dihydrothieno[3,4-b]-[1,4]dioxin-2-yl)methoxy]-1-methyl-1-propanesulfonate O1C=2C(OCC1COCCC(S(=O)(=O)[O-])C)=CSC2.[K+].BrC2=NC=CC=C2OCC=2C=NC=CC2